Cl.C(C1=CC=CC=C1)N(CCCl)CCCl N-benzyl-2-chloro-N-(2-chloroethyl)ethan-1-amine, hydrochloride salt